FC1N(C=CCC1C1=CC=NC=C1)C(=O)[O-] fluoro-3,4-dihydro-[3,4'-bipyridine]-1(2H)-carboxylate